ClC=1C=C(C(=NC1)OC1=CC(=C2C(=N1)N(C(=N2)C(=O)NC2(CCS(CC2)(=O)=O)C)C)C)OCC(F)F 5-((5-chloro-3-(2,2-difluoroethoxy)pyridin-2-yl)oxy)-3,7-dimethyl-N-(4-methyl-1,1-dioxidotetrahydro-2H-thiopyran-4-yl)-3H-imidazo[4,5-b]pyridine-2-carboxamide